tert-butyl ((S)-1-(((3S,4R)-1-(imidazo[1,5-a]pyridine-8-carbonyl)-4-isobutylpiperidin-3-yl)amino)-3,3-dimethyl-1-oxobutan-2-yl)carbamate C=1N=CN2C1C(=CC=C2)C(=O)N2C[C@H]([C@@H](CC2)CC(C)C)NC([C@H](C(C)(C)C)NC(OC(C)(C)C)=O)=O